Cl.FC=1SC2=C(C1C)CC(CC2)NC 2-fluoro-N,3-dimethyl-4,5,6,7-tetrahydrobenzothiophen-5-amine hydrochloride